NCCCC#CC1=CC=C(S1)C#CCNC(C[C@H]1C=2N(C3=C(C(=N1)C1=CC=C(C=C1)Cl)C(=C(S3)C)C)C(=NN2)C)=O (S)-N-(3-(5-(5-aminopent-1-yn-1-yl)thiophen-2-yl)prop-2-yn-1-yl)-2-(4-(4-chlorophenyl)-2,3,9-trimethyl-6H-thieno[3,2-f][1,2,4]triazolo[4,3-a][1,4]diazepin-6-yl)acetamide